5-hydroxy-8,8-dimethyl-2-(4-(4-methylpiperazin-1-yl)phenyl)-4H,8H-pyrano[2,3-f]chromen-4-one OC1=C2C(=C3C=CC(OC3=C1)(C)C)OC(=CC2=O)C2=CC=C(C=C2)N2CCN(CC2)C